The molecule is the monocarboxylic acid anion formed by loss of a proton from the carboxy group of perillic acid; principal microspecies at pH 7.3. It is a conjugate base of a perillic acid. CC(=C)C1CCC(=CC1)C(=O)[O-]